COC1=NC=CC(=C1C1=CC=2C(=CN=C(C2)NC(=O)[C@@H]2[C@H](C2)CN(C)C)N1C)OC (1S,2S)-N-[2-(2,4-dimethoxypyridin-3-yl)-1-methylpyrrolo[2,3-c]pyridin-5-yl]-2-[(dimethylamino)methyl]cyclopropane-1-carboxamide